7-thia-2-azaspiro[3.5]nonane 7,7-dioxide oxalate C(C(=O)O)(=O)O.C1NCC12CCS(CC2)(=O)=O